1-(endo-3-((4-((3-Methyl-4-((1-methyl-1H-benzo[d]imidazol-5-yl)-oxy)phenyl)amino)pyrido[3,4-d]pyrimidin-6-yl)oxy)-8-azabicyclo[3.2.1]octan-8-yl)prop-2-en-1-one CC=1C=C(C=CC1OC1=CC2=C(N(C=N2)C)C=C1)NC=1C2=C(N=CN1)C=NC(=C2)OC2CC1CCC(C2)N1C(C=C)=O